NC=1C=C(C(=O)O)C=C(C1)OC1CCOCC1 3-amino-5-(3,4,5,6-tetrahydro-2H-pyran-4-yloxy)benzoic acid